tert-butyl 2-((1-(5-aminopyrazin-2-yl) piperidin-4-yl) methyl)-2,7-diazaspiro[3.5]nonane-7-carboxylate NC=1N=CC(=NC1)N1CCC(CC1)CN1CC2(C1)CCN(CC2)C(=O)OC(C)(C)C